1,2-bis(phenylsulfinyl)ethyl-palladium (II) diacetate C(C)(=O)[O-].C(C)(=O)[O-].C1(=CC=CC=C1)S(=O)C(CS(=O)C1=CC=CC=C1)[Pd+].C1(=CC=CC=C1)S(=O)C(CS(=O)C1=CC=CC=C1)[Pd+]